FC=1C(=C(C(=NC1C1=CC(=CC=C1)C(F)(F)F)C(C)C)CC(=O)O)C(C)C 2-(5-fluoro-2,4-diisopropyl-6-(3-(trifluoromethyl)phenyl)pyridin-3-yl)acetic acid